[Na].[Cr].[V].OC1=CC=C(C2COC3=CC(=C(C=C3C2)OC)O)C=C1 4',7-dihydroxy-6-methoxyisoflavan vanadium-chromium sodium